methyl 2-fluoro-5-isopropoxybenzoate FC1=C(C(=O)OC)C=C(C=C1)OC(C)C